ClC1=CC=C2C=CC(=C(C2=C1)OCC1=CC=C(C=C1)C(F)(F)F)C(=O)NC(C(=O)O)C1(CCCC1)CC 2-[[7-chloro-1-[[4-(trifluoromethyl)phenyl]methoxy]naphthalene-2-carbonyl]amino]-2-(1-ethylcyclopentyl)acetic acid